CC1=CC=C(C=C1)S(=O)(=O)OCC(C(COS(=O)(=O)C1=CC=C(C=C1)C)(F)F)(F)F 2,2,3,3-tetrafluorobutane-1,4-diyl bis(4-methylbenzenesulfonate)